O[C@H]1[C@@H]2[C@]3(CCC(C=C3C=C[C@H]2[C@@H]2CCC([C@@]2(C)C1)=O)=O)C 11α-hydroxyandrosta-4,6-diene-3,17-dione